1-methyl-6-(4,4,5,5-tetramethyl-1,3,2-dioxaborolan-2-yl)-1H-pyrazolo[4,3-b]pyridine CN1N=CC2=NC=C(C=C21)B2OC(C(O2)(C)C)(C)C